C(C)(=O)N1[C@H](CCC1)C(=O)O (2R)-1-acetylpyrrolidine-2-carboxylic acid